S1C(=C(C=C1)C(=O)[O-])C(=O)ON(C(=O)N(C1=C(C=C(C(=C1)OCC1=C(C(=CC=2OCCOC21)F)F)OC)F)C)C Dimethyl-(3-(5-((6,7-difluoro-2,3-dihydrobenzo[b][1,4]dioxin-5-yl) methoxy)-2-fluoro-4-methoxyphenyl) ureido) thiophene-2,3-dicarboxylate